(4-(furo[2,3-c]pyridin-3-yl)furan-2-yl)-4-oxobutanoic acid O1C=C(C=2C1=CN=CC2)C=2C=C(OC2)C(C(=O)O)CC=O